C(C)(=O)OCCN1C[C@@H](CCC1)NC=1N=NC(=C(C1)C)Cl (R)-2-(3-((6-chloro-5-methylpyridazin-3-yl)amino)piperidin-1-yl)ethyl acetate